C(#N)C1=C(C=C(C=C1)NC([C@@](CN1CCN(CC1)C(=O)OC(C)(C)C)(C)O)=O)C(F)(F)F (S)-tert-butyl 4-(3-((4-cyano-3-(trifluoromethyl)phenyl)amino)-2-hydroxy-2-methyl-3-oxopropyl)piperazine-1-carboxylate